(S)-1-(4-bromo-3,5-difluorophenyl)2,2,2-trifluoroethanamine, hydrochloride Cl.BrC1=C(C=C(C=C1F)[C@@H](C(F)(F)F)N)F